OCC(C)OC(C=C)=O 2-hydroxy-1-methylethyl-2-propenoate